C(C)(C)(C)C1=CC(=NN1[C@@H]1CN(C[C@H]1F)C)NC=1N(C=2C(=NC=C(C2Cl)OC=2C=NN3C2C=NC=C3)N1)C N-(5-(tert-butyl)-1-((3R,4R)-4-fluoro-1-methylpyrrolidin-3-yl)-1H-pyrazol-3-yl)-7-chloro-1-methyl-6-(pyrazolo[1,5-a]pyrazin-3-yloxy)-1H-imidazo[4,5-b]pyridin-2-amine